4-benzyloxy-2-[5-tert-butyl-4-chloro-2-(4,4-difluorocyclohexyl)pyrazol-3-yl]-1,6-naphthyridine-5-carbonitrile C(C1=CC=CC=C1)OC1=CC(=NC=2C=CN=C(C12)C#N)C=1N(N=C(C1Cl)C(C)(C)C)C1CCC(CC1)(F)F